(2-hydroxyphenyl)ethan-1-one OC1=C(C=CC=C1)C(C)=O